BrC1(C(NC2=C(C=C(C(=C12)Br)C(F)(F)F)F)=O)Br 3,3,4-tribromo-7-fluoro-5-(trifluoromethyl)indolin-2-one